N,N'-bis(aminoethyl)-N,N'-dimethyl-1,3-Propylenediamine NCCN(CCCN(C)CCN)C